CN(N=NC1(CC=CC=C1)C(=O)O)C 4-(dimethylaminoazo)benzene-4-carboxylic acid